C1(=CC=CC=C1)C1=C(C2=C(SC3=C2C=CC=C3)C=C1)C1=C(C=CC=C1)C1=CC=CC=C1 phenyl(biphenylyl)dibenzothiophene